3-Thiocyanatopropyltriethoxysilan S(C#N)CCC[Si](OCC)(OCC)OCC